1,5-bis({4-[bis(2-hydroxydecyl)amino]butyl}) 3-hydroxy-3-methylpentanedioate OC(CC(=O)OCCCCN(CC(CCCCCCCC)O)CC(CCCCCCCC)O)(CC(=O)OCCCCN(CC(CCCCCCCC)O)CC(CCCCCCCC)O)C